N-[4-[4-[3-chloro-5-(trifluoromethyl)phenyl]piperazin-1-yl]sulfonylphenyl]benzamide ClC=1C=C(C=C(C1)C(F)(F)F)N1CCN(CC1)S(=O)(=O)C1=CC=C(C=C1)NC(C1=CC=CC=C1)=O